CN1C(N(C2=C1C=CC(=C2)C2=NOC(=N2)C2CCN(CC2)C(=O)C2CN(C(C2)=O)C2=CC=CC=C2)C)=O 1,3-dimethyl-5-[5-[1-(5-oxo-1-phenyl-pyrrolidine-3-carbonyl)-4-piperidinyl]-1,2,4-oxadiazol-3-yl]benzimidazol-2-one